ClC=1C=C(C=CC1F)NC1=NC=NC2=CC(=C(C=C12)OCCCN1CCOCC1)O 4-((3-chloro-4-fluorophenyl)amino)-6-(3-morpholinylpropoxy)quinazolin-7-ol